C(=O)(OCC1C2=CC=CC=C2C2=CC=CC=C12)C([C@@H](O)[C@H](O)CO)OC(C)(C)C fmoc-(O-tert-butyl)-threitol